2-(7-(4-chlorophenyl)-2-isopropyl-9-methoxy-3-oxo-3,5-dihydro-2H-benzo[c]pyrido[3,4-e]azepin-5-yl)-N-ethylacetamide ClC1=CC=C(C=C1)C1=NC(C=2C(C3=C1C=C(C=C3)OC)=CN(C(C2)=O)C(C)C)CC(=O)NCC